FC1=CC=C(C2=C1NC(S2)=O)OC[C@]2([C@@H](CN(CC2)C2=C(C=C(C=C2)Br)F)O)O 4-fluoro-7-[[(3r,4r)-1-(4-bromo-2-fluorophenyl)-3,4-dihydroxypiperidin-4-yl]methoxy]-3H-1,3-benzothiazol-2-one